2-(1-(7-methoxy-6-(methoxymethoxy)quinolin-4-yl)piperidin-4-yl)propanenitrile COC1=C(C=C2C(=CC=NC2=C1)N1CCC(CC1)C(C#N)C)OCOC